1-(4-fluorooxan-4-yl)methanamine FC1(CCOCC1)CN